NC=1C=C(SC1C(C)C)C#N 4-amino-5-(propan-2-yl)thiophene-2-carbonitrile